CC1=C(C(=O)O)C=CC(=C1)C(=O)O.C1(=CC=CC=C1)C1=CC=2NC3=CC=CC=C3C2C=C1C1=CC=CC=C1 2,3-diphenyl-carbazole methyl-terephthalate